COC1=CC=C(C=C1)[Mg]Br (4-(methoxy)phenyl)magnesium bromide